1,4-bis(2-methylpiperidino)-1,4-disilabutane CC1N(CCCC1)[SiH2]CC[SiH2]N1C(CCCC1)C